ClC=1C=C(C(=NC1)C1=CC(=CN1C)C(=O)OC)F methyl 5-(5-chloro-3-fluoropyridin-2-yl)-1-methyl-1H-pyrrole-3-carboxylate